8-(((benzyloxy)carbonyl)amino)-4-oxo-5-azaspiro[2.5]octane C(C1=CC=CC=C1)OC(=O)NC1CCNC(C12CC2)=O